5-bromo-2-chloropyridin-3-ol BrC=1C=C(C(=NC1)Cl)O